(E)-3-(3-Hydroxy-4-methoxyphenyl)-1-(4-thiophen-2-ylphenyl)prop-2-en-1-one OC=1C=C(C=CC1OC)/C=C/C(=O)C1=CC=C(C=C1)C=1SC=CC1